COC(CCSC1=CC=C2C=NN(C2=C1)C(=O)[O-])=O 6-((3-methoxy-3-Oxopropyl)thio)-1H-indazole-1-carboxylate